1-(N-acetylsulfamoyl)-N-(2-(difluoromethoxy)-6-methylpyridin-3-yl)-3-(2-isopropylphenyl)azetidine-3-carboxamide C(C)(=O)NS(=O)(=O)N1CC(C1)(C(=O)NC=1C(=NC(=CC1)C)OC(F)F)C1=C(C=CC=C1)C(C)C